3-Methyl-5-(N-phenethyl-N-(2-(4-(thiazole-5-carbonyl)piperazin-1-yl)phenyl)sulfamoyl)benzofuran-2-carboxylic acid CC1=C(OC2=C1C=C(C=C2)S(N(C2=C(C=CC=C2)N2CCN(CC2)C(=O)C2=CN=CS2)CCC2=CC=CC=C2)(=O)=O)C(=O)O